5-{2-[4-(Trifluoromethyl)phenyl]ethoxy}-1H-indol-3-amine hydrochloride Cl.FC(C1=CC=C(C=C1)CCOC=1C=C2C(=CNC2=CC1)N)(F)F